(glucopyranose), pentahydrate O.O.O.O.O.OC1[C@H](O)[C@@H](O)[C@H](O)[C@H](O1)CO